ClC1=C(C=CC=C1F)NC=1C=C2C(=CN1)N(N=C2)C=2C=C(SC2)C(=O)NC 4-(5-((2-chloro-3-fluorophenyl)amino)-1H-pyrazolo[3,4-c]pyridin-1-yl)-N-methylthiophene-2-carboxamide